F[Sb-](F)(F)(F)(F)F.ClC1=C(C=CC(=C1)C(C1=CC=CC=C1)=O)SC1=CC=C(C=C1)[S+](C1=CC=C(C=C1)OCCO)C1=CC=C(C=C1)OCCO 4-(2-chloro-4-benzoylphenylthio)phenyl-bis(4-(β-hydroxyethoxy)phenyl)sulfonium hexafluoroantimonate